C(C)[C@@H]1N(C[C@H](NC1)CC)C=1C=2N(N=C(C1)O)C=C(N2)CC#N 2-(8-((2S,5R)-2,5-diethylpiperazin-1-yl)-6-hydroxyimidazo[1,2-b]pyridazin-2-yl)acetonitrile